2-(tert-butyldimethylsilyloxy)ethylamine [Si](C)(C)(C(C)(C)C)OCCN